C1(CC1)C=1N2C=3SC=4CC(CC4C3C(=NCC2=NN1)C1=C(C=CC=C1F)F)C=O 3-cyclopropyl-9-(2,6-difluorophenyl)-16-thia-2,4,5,8-tetraazatetracyclo[8.6.0.02,6.011,15]hexadeca-1(10),3,5,8,11(15)-penta-ene-13-carbaldehyde